(1R,2S,5S)-3-((S)-2-((tert-butoxycarbonyl)amino)-3,3-dimethylbutanoyl)-6,6-dimethyl-3-azabicyclo[3.1.0]hexane-2-carboxylic acid methyl ester COC(=O)[C@@H]1[C@H]2C([C@H]2CN1C([C@H](C(C)(C)C)NC(=O)OC(C)(C)C)=O)(C)C